Ethyl-1-(8-methyl-2-carbonyl-1,2-dihydrobenzo[cd]indol-6-yl)-5-(trifluoromethyl)-1H-pyrazole C(C)C1=NN(C(=C1)C(F)(F)F)C=1C=2C3=C(C(NC3=C(C1)C)=C=O)C=CC2